ClC=1C=C(C=CC1N1C(N(C=C1)C)=O)C1=C(C(=CC(=C1)F)C=1C=NC=C(C1)N1CC2CCC(C1)N2C)O 1-(3-chloro-5'-fluoro-2'-hydroxy-3'-(5-(8-methyl-3,8-diazabicyclo[3.2.1]oct-3-yl)pyridin-3-yl)-[1,1'-biphenyl]-4-yl)-3-methyl-1H-imidazol-2(3H)-one